IC(C(=O)O)(CCC(C(=O)O)(C)I)C 2,5-diiodo-2,5-dimethyladipic acid